[Cl-].C1(=CC=C(C=C1)N1[NH2+]C(=NN1C1=CC=C(C=C1)C)C1=CC=CC=C1)C 2,3-bis(p-tolyl)-5-phenyltetrazolium chloride